Cl.C[C@@H]1C[C@H]2[C@@H](NC1)C=1C(=NC(=CC1)C(F)(F)F)C2 Cis-(4bR,7R,8aR)-7-methyl-2-(trifluoromethyl)-4b,6,7,8,8a,9-hexahydro-5H-cyclopenta[1,2-b:3,4-b']dipyridine hydrochloride